FC(C(=O)O)(F)F.FC1=C(C=CC=C1)C1=NN(C=C1C=1C2=C(N=CN1)C=C(C(=N2)N)OC)C 4-(3-(2-fluorophenyl)-1-methyl-1H-pyrazol-4-yl)-7-methoxypyrido[3,2-d]pyrimidin-6-amine trifluoroacetate